(S)-3-chloro-6-(3-fluorophenyl)-7-(1-hydroxyethyl)-5H-thiazolo[3,2-a]Pyridin-5-one ClC1=CSC=2N1C(C(=C(C2)[C@H](C)O)C2=CC(=CC=C2)F)=O